C(C)C(C#N)(CC)C=1C=NC(=C(C1)S(=O)(=O)CC)C1=NC2=C(C=NC(=C2)C(F)(F)F)N1C 2-ethyl-2-[5-ethylsulfonyl-6-[3-methyl-6-(trifluoromethyl)imidazo[4,5-c]pyridin-2-yl]-3-pyridinyl]butanenitrile